N1C=CC=2C(=NC=CC21)C2=CC=C(C(=O)NCC1CCOCC1)C=C2 4-(1H-pyrrolo[3,2-c]pyridin-4-yl)-N-[(tetrahydro-2H-pyran-4-yl)methyl]benzamide